FC1=CC=C(C=C1)NC(=O)C1(CC1)C(=O)NC1=CC=C(C=C1)OC=1C2=C(N=CN1)C=C(N=C2)OC 1-N'-(4-fluorophenyl)-1-N-[4-(7-methoxypyrido[4,3-d]pyrimidin-4-yl)oxy-phenyl]cyclopropane-1,1-dicarboxamide